N(=[N+]=[N-])CCOCCOCCOC1=CC=C(C=C1)NC1=NC=C(C(=N1)NC=1C=C(C=CC1)NC(C=C)=O)F N-(3-(2-(4-(2-(2-(2-azidoethoxy)ethoxy)ethoxy)phenylamino)-5-fluoropyrimidin-4-ylamino)phenyl)acrylamide